1-(3-(3-aminopropyl)phenoxy)pentan-2-ol NCCCC=1C=C(OCC(CCC)O)C=CC1